(1-(pyridin-2-yl)-1H-pyrazol-4-yl)methanone N1=C(C=CC=C1)N1N=CC(=C1)C=O